O[C@H]1[C@@H](CCN2C(C=CC=C12)=O)[C@@H]1N2C(C3=CC=CC=C13)=CN=C2 (8S,9S)-9-hydroxy-8-((S)-5H-imidazo[5,1-a]isoindol-5-yl)-6,7,8,9-tetrahydro-4H-quinolizin-4-one